manganese-cobalt hydroxide [Co](O)O.[Mn]